(2S,4R)-N-((1H-pyrrolo[3,2-c]pyridin-2-yl)methyl)-4-(difluoromethoxy)-1-((4-fluoro-3-phenoxybenzoyl)glycyl)pyrrolidine-2-carboxamide N1C(=CC=2C=NC=CC21)CNC(=O)[C@H]2N(C[C@@H](C2)OC(F)F)C(CNC(C2=CC(=C(C=C2)F)OC2=CC=CC=C2)=O)=O